ClCCCN(C)C1CC1 N-(3-chloropropyl)-N-methylcyclopropylamine